ls-1,5-dihydroxynaphthol OC1(CC=CC2=C(C=CC=C12)O)O